N-(4-(4-amino-5-(3-fluoro-4-((4-(methoxymethyl)pyrimidin-2-yl)oxy)phenyl)-7-methyl-7H-pyrrolo[2,3-d]pyrimidin-6-yl)phenyl)methacrylamide NC=1C2=C(N=CN1)N(C(=C2C2=CC(=C(C=C2)OC2=NC=CC(=N2)COC)F)C2=CC=C(C=C2)NC(C(=C)C)=O)C